sodium 1,3,6-naphthalenetrisulfonate C1(=CC(=CC2=CC(=CC=C12)S(=O)(=O)[O-])S(=O)(=O)[O-])S(=O)(=O)[O-].[Na+].[Na+].[Na+]